C(C)OC1=CN=CC(=N1)C1=CN=C(S1)C(=O)N1C(CN(CC1)C(=O)OC(C)(C)C)C1=NC=CC(=C1)N(S(=O)(=O)C1CC1)CC1=CC=C(C=C1)OC tert-butyl 4-[5-(6-ethoxypyrazin-2-yl)-1,3-thiazole-2-carbonyl]-3-(4-[N-[(4-methoxyphenyl)methyl]cyclopropanesulfonamido]pyridin-2-yl)piperazine-1-carboxylate